C1(CCCC1)C1=NSC(=C1C(=O)N1CCCCC1)C(F)(F)F (3-cyclopentyl-5-(trifluoromethyl)isothiazol-4-yl)(piperidin-1-yl)methanone